3,6-diaminopyrazine-2,5-dicarboxamide NC=1C(=NC(=C(N1)C(=O)N)N)C(=O)N